CHLORO-OXO-DIOXAPHOSPHOLANE ClP1OOCC1=O